(S)-2-(5-(2-(3-fluoroazetidin-1-yl)ethyl)-3-methyl-2-oxopyrazin-1(2H)-yl)-4-methylpentanoic acid methyl ester COC([C@H](CC(C)C)N1C(C(=NC(=C1)CCN1CC(C1)F)C)=O)=O